FC=1C=CC2=C(NC(=NS2(=O)=O)NCC2=CC(=CC=C2)F)C1[C@@H](C)C=1OC(=CC1)C (R)-6-fluoro-3-((3-fluorobenzyl)amino)-5-(1-(5-methylfuran-2-yl)ethyl)-4H-benzo[e][1,2,4]thiadiazine 1,1-dioxide